(1R,2S)-2-{3-[({1-[(2S)-2-butanyl]-5-(3-phenylpropyl)-1H-pyrrol-2-yl}carbonyl)amino]-4-methoxyphenyl}cyclopropanecarboxylic acid C[C@@H](CC)N1C(=CC=C1CCCC1=CC=CC=C1)C(=O)NC=1C=C(C=CC1OC)[C@@H]1[C@@H](C1)C(=O)O